CC1(CC(C1)CN)O.Cl trans-3-(aminomethyl)-1-methylcyclobutanol hydrochloride